(2-aminopyridin-4-yl)-2,5-dihydro-1H-pyrrole-1-carboxylic acid tert-butyl ester C(C)(C)(C)OC(=O)N1C(C=CC1)C1=CC(=NC=C1)N